O=C1N2C(=NC=3C4=C(C=CC13)C=CC=C4)C(=CC=C2)C(=O)O 7-oxo-7H-benzo[h]pyrido[2,1-b]quinazoline-12-carboxylic acid